2,3,5,6-tetracyanodimethyl-p-benzoquinone C(#N)C1(C(C(=C(C(C1(C#N)C)=O)C#N)C#N)=O)C